C(C)OC(=O)N[C@@H]1CN(CC1)C(=O)OC(C)(C)C tert-Butyl (3S)-3-[(ethoxycarbonyl)amino]pyrrolidine-1-carboxylate